C(C)(C)(C)C1N(CCN(C1)CCOC1=CC=C(C=C1)N1C(NC(CC1)=O)=O)C(=O)OC(C=1SC=CC1C)C1=C(C(=C(C=C1)F)F)OCC=C (2-(allyloxy)-3,4-difluorophenyl)(3-methylthiophene-2-yl)methanol tert-Butyl-4-(2-(4-(2,4-dioxotetrahydropyrimidin-1(2H)-yl)phenoxy)ethyl)piperazine-1-carboxylate